2-{[6-({7-azaspiro[3.5]nonan-7-yl}methyl)imidazo[1,2-a]pyridin-2-yl]methyl}-5-bromo-1,2-dihydro-2,7-naphthyridin-1-one C1CCC12CCN(CC2)CC=2C=CC=1N(C2)C=C(N1)CN1C(C2=CN=CC(=C2C=C1)Br)=O